terephthalic acid bis(n-pentylamine) salt C(CCCC)N.C(CCCC)N.C(C1=CC=C(C(=O)O)C=C1)(=O)O